tert-Butyl ((1R,2R)-2-((4-cyanobenzyl)amino)cyclohexyl)carbamate C(#N)C1=CC=C(CN[C@H]2[C@@H](CCCC2)NC(OC(C)(C)C)=O)C=C1